C1=CC2=C(C=CC=C2N)C(=C1)N 1,5-naphthylenediamine